CC1(CNC2=NC=CC=C21)C 3,3-dimethyl-1H,2H,3H-pyrrolo[2,3-b]pyridine